3-(hydroxymethyl)-5-(2-methyl-4-(6-(trifluoromethyl)quinazolin-2-yl)phenyl)-6,7-dihydropyrazolo[1,5-a]pyrazin-4(5H)-one OCC=1C=NN2C1C(N(CC2)C2=C(C=C(C=C2)C2=NC1=CC=C(C=C1C=N2)C(F)(F)F)C)=O